4-(3-(3-methyl-3H-diazirin-3-yl)propanamido)-N-(quinolin-8-yl)picolinamide CC1(N=N1)CCC(=O)NC1=CC(=NC=C1)C(=O)NC=1C=CC=C2C=CC=NC12